tert-butyl 6-(4-fluorobenzyl)-3,3-dimethyl-2,3-dihydro-1H-pyrrolo[3,2-b]pyridine-1-carboxylate FC1=CC=C(CC=2C=C3C(=NC2)C(CN3C(=O)OC(C)(C)C)(C)C)C=C1